COC(=O)[C@@H]1CN(CC[C@H]1N)C1CCCCC1 |r| racemic-(3R,4R)-4-amino-1-cyclohexyl-piperidine-3-carboxylic acid methyl ester